C1(CCCC1)NC1=CC=C(C=C1)C1N(CC(CC1C(=O)NC1=CC(=C(C=C1)C)C(F)(F)F)O)C(C1=C(C=CC=C1C)F)=O 2-(4-(cyclopentylamino)phenyl)-1-(2-fluoro-6-methylbenzoyl)-5-hydroxy-N-(4-methyl-3-(trifluoromethyl)phenyl)piperidine-3-carboxamide